Cl.[N+](=O)([O-])C1=CC=C(C=C1)C1=C(C2=C(N(C(N(C2=O)C=2N=NC(=CC2)OC)=O)CC2=C(C=CC=C2F)F)S1)CN(C)C 6-(4-nitrophenyl)-1-(2,6-difluorobenzyl)-5-dimethylaminomethyl-3-(6-methoxypyridazin-3-yl)thieno[2,3-d]pyrimidine-2,4(1H,3H)-dione hydrochloride